(R)-N2-(3-(1-(4-methyl-4H-1,2,4-triazol-3-yl)propan-2-yl)phenyl)-N4-(2-(methylamino)ethyl)pyridine-2,4-dicarboxamide CN1C(=NN=C1)C[C@@H](C)C=1C=C(C=CC1)NC(=O)C1=NC=CC(=C1)C(=O)NCCNC